C(C)(=O)N1C[C@@H](CCC1)N1N=CC(=C1)C=1C=C(C=2N(C1)N=CC2C#N)SC2=C(C=CC=C2)C#N (R)-6-(1-(1-acetylpiperidin-3-yl)-1H-pyrazol-4-yl)-4-((2-cyanophenyl)thio)pyrazolo[1,5-a]pyridine-3-carbonitrile